1,3-diisopropyl-1,3-propanediol benzoate mesitylglyoxylate C1(=C(C(=CC(=C1)C)C)C(C(=O)OC(CC(OC(C1=CC=CC=C1)=O)C(C)C)C(C)C)=O)C